3-Bromo-5-cyclobutyl-N-(3-((4-methoxybenzyl)oxy)-2,6-dimethylphenyl)-6-methylpyridin-2-amine BrC=1C(=NC(=C(C1)C1CCC1)C)NC1=C(C(=CC=C1C)OCC1=CC=C(C=C1)OC)C